C(C1=CC=CC=C1)N1C(=NC2=C1C=CC=C2)C2=CC=C(C=C2)Cl 1-benzyl-2-(4-chlorophenyl)-benzo[d]imidazole